ClC=1C(=C(NC=2C3=C(N=CN2)C=C(C(=N3)O[C@@H]3CN(CC3)C(=O)OC(C)(C)C)F)C=CC1C#N)F tert-butyl (3S)-3-[4-(3-chloro-4-cyano-2-fluoro-anilino)-7-fluoro-pyrido[3,2-d]pyrimidin-6-yl]oxypyrrolidine-1-carboxylate